5-methylhexyl-2-butenoic acid CC(CCCCC(C(=O)O)=CC)C